C(CCCCCCCCCCC)OCCCCCCCCCCCC dodecanyl ether